CC=1NN(C(C1)=O)C1=C(CC(C(=C1)Cl)=S(=O)=O)Cl 3-methyl-1-(2,5-dichloro-4-sulfonylphenyl)-pyrazol-5-one